C(C1=CC=CC=C1)C=1C=C2CC(C(OC2=CC1)=O)N1C=NC=C1 (6-Benzyloxochroman-3-yl)-1H-imidazole